FC=1C(=C(OC2=NC3=CC=CC=C3C=C2N2C=CC(C=3C(=NC=CC23)C(=O)N)=O)C=CC1F)C [2-(3,4-difluoro-2-methyl-phenoxy)-3-quinolinyl]-4-oxo-1H-1,6-naphthyridine-5-carboxamide